FC1(CCC(CC1)N1CC(C1)(C(=O)N(C1=CC(=CC=C1)F)CC1=NC=C(C=C1)C=1OC(=NN1)C(F)F)F)F 1-(4,4-difluorocyclohexyl)-N-((5-(5-(difluoromethyl)-1,3,4-oxadiazol-2-yl)pyridin-2-yl)methyl)-3-fluoro-N-(3-fluorophenyl)azetidine-3-carboxamide